COC(C1=CC=C(C=C1)OCCCCN(C(=O)OC(C)(C)C)C(=O)OC(C)(C)C)=O.C(C)(C)NCCN1CCN(CC1)CCNC(C)C 1,4-bis(2-isopropylaminoethyl)piperazine methyl-4-[4-[bis(tert-butoxycarbonyl)amino]butoxy]benzoate